ClC=1C=CC=2N=CN=C(C2N1)N1CCNCC1 4-(6-chloropyrido[3,2-d]pyrimidin-4-yl)piperazin